(2S)- and (2R)-2-(4-bromo-2-cyclopropylphenoxy)-3-methoxypropanoic acid BrC1=CC(=C(O[C@H](C(=O)O)COC)C=C1)C1CC1 |r|